CSC1=CC=C(C2=C1N=CO2)C=2SC=CN2 4-(methylthio)-7-(thiazol-2-yl)benzo[d]oxazole